4-(3-Bromophenyl)-1-propylpiperidine BrC=1C=C(C=CC1)C1CCN(CC1)CCC